P(OC1=CC(=C(C=C1)C1=CC=C(C=C1)OP([O-])[O-])C1=C(C=C(C=C1)C(C)(C)C)C(C)(C)C)([O-])[O-] (2,4-di-tert-butylphenyl)-[1,1-biphenyl]-4,4'-diyl bisphosphite